NC1=CC=C(OC2=C(C=C(C=C2)OC2=CC=C(C=C2)N)C2=CC=CC=C2)C=C1 1,4-bis(4-aminophenoxy)2-phenyl-benzene